8-(3-acetyl-6-amino-5-((2-amino-3-chloropyridin-4-yl) sulfanyl) pyrazin-2-yl)-8-azaspiro[4.5]Decyl-1-ylcarbamate C(C)(=O)C=1C(=NC(=C(N1)SC1=C(C(=NC=C1)N)Cl)N)N1CCC2(CCCC2=NC([O-])=O)CC1